FC1(CN(CC[C@H]1NC1=NN2C(C(=N1)OC)=C(C(=C2)F)C=2C=C(C1=C(N(C(=N1)C)CC(F)F)C2)F)C2(COC2)[2H])F (R)-N-(3,3-difluoro-1-(oxetan-3-yl-3-d)piperidin-4-yl)-5-(1-(2,2-difluoroethyl)-4-fluoro-2-methyl-1H-benzo[d]imidazol-6-yl)-6-fluoro-4-methoxypyrrolo[2,1-f][1,2,4]triazin-2-amine